[Na+].C(=C)S(=O)(=O)[O-] vinyl-sulfonic acid sodium salt